2,4-dichloro-N-(3,4-dihydroxy-9,10-dioxo-9,10-dihydroanthracen-2-yl)benzenesulfonamide ClC1=C(C=CC(=C1)Cl)S(=O)(=O)NC1=CC=2C(C3=CC=CC=C3C(C2C(=C1O)O)=O)=O